(S)-5-bromo-N-(1-(6-(4-chloro-1H-pyrazol-1-yl)pyridin-3-yl)ethyl)-N-methylpyridin-2-amine BrC=1C=CC(=NC1)N(C)[C@@H](C)C=1C=NC(=CC1)N1N=CC(=C1)Cl